6-Chloro-N-[2,5-difluoro-4-({6-methoxy-7-[3-(morpholin-4-yl)propoxy]quinolin-4-yl}oxy)-phenyl]-4-methoxypyridine-3-carboxamide ClC1=CC(=C(C=N1)C(=O)NC1=C(C=C(C(=C1)F)OC1=CC=NC2=CC(=C(C=C12)OC)OCCCN1CCOCC1)F)OC